ClC1=C(C=C(C=C1)NC(=O)NC1=CC=C(C=C1)N=NC1=C(C(=C(C(=C1F)F)F)F)F)C(F)(F)F 1-[4-chloro-3-(trifluoromethyl)phenyl]-3-{4-[(perfluorophenyl)diazenyl]phenyl}urea